ClC=1N=CC2=C(N1)N(C=C2C2=CC=C(C=C2)C(=O)N2CCN(CC2)C)[C@@H]2CC[C@H](CC2)O (4-(2-chloro-7-(trans-4-hydroxycyclohexyl)-7H-pyrrolo[2,3-d]pyrimidin-5-yl)phenyl)(4-methylpiperazin-1-yl)methanone